ClC1=CC=C(C=C1)[C@@]1(N(C(C2=CC(=CC(=C12)F)[C@@](CC)(O)C1(CCOCC1)F)=O)CC1=C(C(=O)O)C=C(C=C1)C)OC 2-{1-[(1R)-1-(4-chlorophenyl)-7-fluoro-5-[(1R)-1-(4-fluorooxan-4-yl)-1-hydroxypropyl]-1-methoxy-3-oxo-2,3-dihydro-1H-isoindol-2-yl]methyl}-5-methylbenzoic acid